1-bromo-3-iodoperfluoropropane BrC(C(C(I)(F)F)(F)F)(F)F